FC(F)(F)C1=C(C(=CC2=CC3=CC4=CC5=CC=CC=C5C=C4C=C3C=C12)O)O trifluoromethyl-2,3-dihydroxypentacene